C(#N)C1=CC=C(C=C1)[C@@H]1N(C[C@H](CC1)C)C(C(=O)N)=O 2-((2R,5S)-2-(4-cyanophenyl)-5-methylpiperidin-1-yl)-2-oxoacetamide